CCC(CC(CCC)CC)OC(=O)C=1NC=C[NH+]1 1,3-di-2-ethylhexylimidazolium-2-carboxylate